6-(1H-indazol-6-yl)-N-(4-(4-(oxazin-3-yl)piperazin-1-yl)phenyl)-[1,2,4]triazolo[1,5-a]pyrazin-8-amine N1N=CC2=CC=C(C=C12)C=1N=C(C=2N(C1)N=CN2)NC2=CC=C(C=C2)N2CCN(CC2)C=2NOC=CC2